C[C@H](CCCCC[C@H](CC(=O)O)O)O The molecule is an (omega-1)-hydroxy fatty acid that is (9R)-9-hydroxydecanoic acid in which the 3-pro-R hydrogen is replaced by a hydroxy group. It is an (omega-1)-hydroxy fatty acid, a 3-hydroxy carboxylic acid, a medium-chain fatty acid and a dihydroxy monocarboxylic acid. It derives from a (9R)-9-hydroxydecanoic acid.